2-{3-[(3S)-3-(propan-2-yl)piperazin-1-yl]-1,2,4-triazin-6-yl}-5-([1,3]thiazolo[5,4-b]pyridin-2-yl)phenol trifluoroacetate FC(C(=O)O)(F)F.CC(C)[C@H]1CN(CCN1)C=1N=NC(=CN1)C1=C(C=C(C=C1)C=1SC2=NC=CC=C2N1)O